ClC1=CC=C(C=C1C1=CC=CC=C1)C1=NC(=NC(=N1)C1=CC=CC=C1)C=1C=CC=2N(C3=CC=CC=C3C2C1)C1=CC=CC=C1 3-(4-(6-chloro-[1,1'-biphenyl]-3-yl)-6-phenyl-1,3,5-triazin-2-yl)-9-phenyl-9H-carbazole